4-chloro-2-((8-(2-chloro-3-((R)-4-((R)-4-isopropyl-2-oxooxazolidin-3-yl)-3-methyl-4-oxobutoxy)phenyl)-6-(1-methylcyclopropoxy)-9H-purin-9-yl)methyl)benzonitrile ClC1=CC(=C(C#N)C=C1)CN1C2=NC=NC(=C2N=C1C1=C(C(=CC=C1)OCC[C@H](C(=O)N1C(OC[C@H]1C(C)C)=O)C)Cl)OC1(CC1)C